5-((S)-5-methyl-3,4,5,6-tetrahydropyridin-2-yl)-2-(3-methyl-3-azabicyclo[3.2.0]heptan-6-yl)benzo[d]thiazole C[C@H]1CCC(=NC1)C=1C=CC2=C(N=C(S2)C2C3CN(CC3C2)C)C1